glycerol 3-stearyl-thiopropionate C(CCCCCCCCCCCCCCCCC)C(C(=S)OCC(CO)O)C